1,7-dichloro-4-methyleneheptane-3,5-dione ClCCC(C(C(CCCl)=O)=C)=O